2-methoxy-N-(2,6-xylyl)acetamide COCC(=O)NC1=C(C=CC=C1C)C